C(C)(C)(C)C=1C=CC2=C(C(=CO2)NC2=C(C=C(C=C2)C(C)(C)C)C2=CC=CC=C2)C1 5-tert-butyl-N-(5-tert-butyl-[1,1'-biphenyl]-2-yl)benzofuran-3-amine